C(=CC)OC1=C(C(=C(C=C1)B(O)O)F)F 4-propenoxy-2,3-difluorophenylboronic acid